FC1(CCN(CC1)C(=O)C=1C=C2C=CC(=C(C2=CC1)C=1C=C2C=CNC(C2=CC1)=O)F)F 6-(6-(4,4-difluoropiperidine-1-carbonyl)-2-fluoronaphthalen-1-yl)isoquinolin-1(2H)-one